6-methoxy-3-(3-methoxybenzyl)-1,2-diphenylnaphthalene COC=1C=C2C=C(C(=C(C2=CC1)C1=CC=CC=C1)C1=CC=CC=C1)CC1=CC(=CC=C1)OC